ClC1=CC=C(CN(S(=O)(=O)C2=CC=C(C=C2)C)C=C=C)C=C1 N-(4-chlorobenzyl)-4-methyl-N-allenylbenzenesulfonamide